8-(4-fluorobenzyl)quinoxalin-6-amine FC1=CC=C(CC=2C=C(C=C3N=CC=NC23)N)C=C1